BrC1=CC(=C2C=NN(C2=C1)C1OCCCC1)O[C@H]1C[C@H](C1)N(C(OC(C)(C)C)=O)CCN(C)C cis-tert-butyl (3-((6-bromo-1-(tetrahydro-2H-pyran-2-yl)-1H-indazol-4-yl)oxy)cyclobutyl)(2-(dimethylamino)ethyl)carbamate